1-(3-fluoropyridin-2-yl)-3,3-dimethoxycyclobutane-1-carbonitrile FC=1C(=NC=CC1)C1(CC(C1)(OC)OC)C#N